FC=1C=C2COC(C2=CC1)(C1=CC=C(C=C1)Cl)CCCN(CC(=O)O)C N-{3-[5-fluoro-1-(4-chlorophenyl)-1,3-dihydroisobenzofuran-1-yl]-1-propyl}-N-methylglycine